F[C@H]1[C@@H]2CC[C@H](C[C@H]1NC1=NC=C(N=C1)SC)N2C(=O)OC(C)(C)C tert-butyl (1S,2R,3R,5R)-2-fluoro-3-((5-(methylthio)pyrazin-2-yl)amino)-8-azabicyclo[3.2.1]octane-8-carboxylate